1-methylcyclohex-3-en-1-ol CC1(CC=CCC1)O